S1C(=NC2=C1C=CC=C2)SSC=2SC1=C(N2)C=CC=C1 di(benzothiazol-2-yl) disulfide